3-((tert-Butoxycarbonyl)(methyl)amino)-8-methylquinoline-6-carboxylic acid C(C)(C)(C)OC(=O)N(C=1C=NC2=C(C=C(C=C2C1)C(=O)O)C)C